2,N-dicyclohexyl-2-[2-(2-difluoromethoxy-phenyl)-benzimidazol-1-yl]-acetamide C1(CCCCC1)C(C(=O)NC1CCCCC1)N1C(=NC2=C1C=CC=C2)C2=C(C=CC=C2)OC(F)F